Cl.CC1=C(C(=C(C=C1)C)C)NN 2,5,6-trimethylphenylhydrazine hydrochloride